C(C)(C)OCCN1CCC2(CN(C(C(O2)C)=O)C(C)C)CC1 9-(2-isopropoxyethyl)-4-isopropyl-2-methyl-1-oxa-4,9-diazaspiro[5.5]undecan-3-one